C1N(CCC2=CC=CC=C12)C=1N=C(C2=C(N1)C=NC=C2)C2=NC=CC=C2 [2-(3,4-dihydro-1H-isoquinoline-2-yl)-pyrido[3,4-d]-pyrimidine-4-yl]-pyridine